BrC1=CC=C(CNC(=O)C=2C=C3C(=C(N(C3=CC2)CC2=CC=C(C=C2)C=2C(=CC=CC2)C(=O)OC(C)(C)C)C)C)C=C1 tert-Butyl 4'-((5-(4-bromobenzylcarbamoyl)-2,3-dimethyl-1H-indol-1-yl)methyl)biphenyl-2-carboxylate